ONC(=N)C=1C=CC(=NC1C)N[C@@H]1CN(CC1)C(=O)OC(C)(C)C tert-butyl (3S)-3-{[5-(N-hydroxycarbamimidoyl)-6-methylpyridin-2-yl]amino}pyrrolidine-1-carboxylate